C(CCC)[N+]1(CCCCCC1)C 1-butyl-1-methyl-azepanium